3-Hydroxy-2-(2-pyridyl)propionic acid methyl ester COC(C(CO)C1=NC=CC=C1)=O